methyl (2R)-2-(((1-chloroethoxy)carbonyl)oxy)propanoate ClC(C)OC(=O)O[C@@H](C(=O)OC)C